5-[2-(2-amino-3-pyridyl)-5-phenyl-imidazo[4,5-b]pyridin-3-yl]pyridine-2-carboxylic acid NC1=NC=CC=C1C1=NC=2C(=NC(=CC2)C2=CC=CC=C2)N1C=1C=CC(=NC1)C(=O)O